FC1=C(C=CC(=C1)C=1C=C2CC(CC2=CC1)CCCCC)C=1C=CC=C(C1)O 5-[2-fluoro-4-(2-pentyl-2,3-dihydro-1H-inden-5-yl)phenyl]phenol